2-chloro-3-amino-4-(trifluoromethyl)pyridine tert-Butyl-(S)-pyrrolidin-3-ylcarbamate C(C)(C)(C)N(C(O)=O)[C@@H]1CNCC1.ClC1=NC=CC(=C1N)C(F)(F)F